tert-butyl (2S,3S)-2-((2,3'-difluoro[biphenyl]-3-yl)methyl)-3-(((1-fluorocyclopropyl) sulfonyl)amino)pyrrolidine-1-carboxylate FC1=C(C=CC=C1C[C@@H]1N(CC[C@@H]1NS(=O)(=O)C1(CC1)F)C(=O)OC(C)(C)C)C1=CC(=CC=C1)F